N-[4-[2-(3-chlorophenyl)piperazine-1-carbonyl]-3-pyrrolidin-1-ylphenyl]cyclopropanecarboxamide ClC=1C=C(C=CC1)C1N(CCNC1)C(=O)C1=C(C=C(C=C1)NC(=O)C1CC1)N1CCCC1